(3S)-5,6-dichloro-1'-[(1S,3S)-3-hydroxy-3-(hydroxymethyl)cyclobutanecarbonyl]-1H-spiro[indol-3,3'-pyrrolidin]-2-one ClC=1C=C2C(=CC1Cl)NC([C@]21CN(CC1)C(=O)C1CC(C1)(CO)O)=O